3-(4-(4-(3-OXA-8-AZABICYCLO[3.2.1]OCTAN-8-YLMETHYL)BENZYLOXY)-1-OXOISOINDOLIN-2-YL)PIPERIDINE-2,6-DIONE 1H,2'H-[3,3'-bipyrazole]-4-carboxylate N1N=C(C(=C1)C(=O)O)C=1NN=CC1.C12COCC(CC1)N2CC2=CC=C(COC1=C3CN(C(C3=CC=C1)=O)C1C(NC(CC1)=O)=O)C=C2